6-(4-(Diethylamino)-3-nitrophenyl)-5-methyl-4,5-dihydropyridazin-3(2H)-on C(C)N(C1=C(C=C(C=C1)C=1C(CC(NN1)=O)C)[N+](=O)[O-])CC